ethyl 2-(4-(aminomethyl)-2-((5-bromobenzofuran-3-yl)methoxy)phenyl)acetate NCC1=CC(=C(C=C1)CC(=O)OCC)OCC1=COC2=C1C=C(C=C2)Br